1'-(1-(4-(methylsulfonyl)phenoxy)propan-2-yl)spiro[indoline-3,4'-piperidin]-2-one CS(=O)(=O)C1=CC=C(OCC(C)N2CCC3(CC2)C(NC2=CC=CC=C23)=O)C=C1